methyl 6-(4-methylphenyl)-2-(1-methyl-1H-pyrazol-4-yl)-3-oxo-2,3,4,5-tetrahydropyridazine-4-carboxylate CC1=CC=C(C=C1)C=1CC(C(N(N1)C=1C=NN(C1)C)=O)C(=O)OC